6-((2s,6r)-2-(1-cyclopropyl-1H-pyrazol-4-yl)-6-methylmorpholino)-2,3-dimethyl-8-(6-(trifluoromethyl)pyridin-3-yl)pyrido[3,4-d]pyrimidin-4(3H)-one C1(CC1)N1N=CC(=C1)[C@@H]1O[C@@H](CN(C1)C1=CC2=C(N=C(N(C2=O)C)C)C(=N1)C=1C=NC(=CC1)C(F)(F)F)C